FC=1C=C(C=C(C1F)O)N1N=CC2=CC(=CC=C12)OC1CN(C1)C(C)=O 1-(3-((1-(3,4-Difluoro-5-hydroxyphenyl)-1H-indazol-5-yl)oxy)azetidin-1-yl)ethan-1-one